C(CCC)C1N(S(C2=C(N(C1)C1=CC=C(C=C1)F)C=C(C(=C2)OCC(C(=O)O)(C)C)SC)(=O)=O)C 3-((3-butyl-5-(4-fluorophenyl)-2-methyl-7-(methylthio)-1,1-dioxido-2,3,4,5-tetrahydro-1,2,5-benzothiadiazepin-8-yl)oxy)-2,2-dimethylpropanoic acid